3,5-di(hexadecyloxy)benzyl alcohol C(CCCCCCCCCCCCCCC)OC=1C=C(CO)C=C(C1)OCCCCCCCCCCCCCCCC